COC(=O)C1=NC(=NN1C([2H])([2H])[2H])Br.Cl[Si](CC[Si](C)(C)Cl)(C)C 1,2-Bis(chlorodimethylsilyl)ethane Methyl-3-bromo-1-(methyl-d3)-1H-1,2,4-triazole-5-carboxylate